C(C)OC1=C(C=C(C=C1)N1C(N(C(C12CCCC2)=O)C2=CC(=C(C#N)C=C2)C(F)(F)F)=S)C2=NN1C(C(N2)=O)=C(N=C1CCC)C 4-(1-(4-ethoxy-3-(5-methyl-4-oxo-7-propyl-3,4-dihydroimidazo[5,1-f][1,2,4]triazin-2-yl)phenyl)-4-oxo-2-thioxo-1,3-diazaspiro[4.4]nonan-3-yl)-2-(trifluoromethyl)benzonitrile